BrC1=CC=C(C=2N=C(OC21)C)C[C@@H](C(=O)OC)NC(C2=C(C=C(C=C2F)NS(=O)(=O)C2=CC=C(C=C2)C2=CC(=NC=C2)F)F)=O methyl (S)-3-(7-bromo-2-methylbenzo[d]oxazol-4-yl)-2-(2,6-difluoro-4-((4-(2-fluoropyridin-4-yl)phenyl)sulfonamido)benzamido)propanoate